3-ethynyl-5-fluoro-2-methoxypyridine C(#C)C=1C(=NC=C(C1)F)OC